7-methoxy-1-(2-methylthiophene-3-yl)-3,4-dihydroisoquinoline COC1=CC=C2CCN=C(C2=C1)C1=C(SC=C1)C